isopropyl-3-methyl-azetidin C(C)(C)N1CC(C1)C